2-oxo-5-(4-((tetrahydro-2H-pyran-4-yl)methoxy)phenyl)-6-(trifluoromethyl)-1,2-dihydropyridine-3-carboxamide O=C1NC(=C(C=C1C(=O)N)C1=CC=C(C=C1)OCC1CCOCC1)C(F)(F)F